BrCCOC1=C(OCOC(=O)N2CCCC2)C=CC=C1 [2-(2-bromoethoxy)phenoxylmethyl]pyrrolidine-1-carboxylate